methyl 5-bromo-3-fluoro-2-methylbenzoate BrC=1C=C(C(=C(C(=O)OC)C1)C)F